S1N=CC2=C1C=C(C=C2)NC2=NC=CC(=N2)OC2=C(C=C(C=C2C)/C=C/C#N)C (E)-3-(4-((2-(benzo[d]isothiazol-6-ylamino)pyrimidin-4-yl)oxy)-3,5-dimethylphenyl)acrylonitrile